5-bromo-2-(ethylthio)-3-(5-(2,2,3,3,3-pentafluoropropoxy)pyrazin-2-yl)pyrazolo[1,5-a]pyrimidine BrC1=NC=2N(C=C1)N=C(C2C2=NC=C(N=C2)OCC(C(F)(F)F)(F)F)SCC